FC1=C(C(=CC=C1)F)C=1C=CC=C2C=NC(=NC12)NC=1C=NC(=CC1)N1CCOCC1 8-(2,6-difluorophenyl)-N-(6-morpholinylpyridin-3-yl)quinazolin-2-amine